4-Fluorobenzyl (S)-3-cyclopropyl-2-(2-((S)-1-(2,3-difluorobenzyl)-5-oxopyrrolidin-2-yl)acetamido)propanoate C1(CC1)C[C@@H](C(=O)OCC1=CC=C(C=C1)F)NC(C[C@H]1N(C(CC1)=O)CC1=C(C(=CC=C1)F)F)=O